ClC=1C=C2C(=CC=NC2=CN1)OC1=CC=C(C=C1)NC(=O)C=1C(N(C=CC1)C1=CC=CC=C1)=O N-[4-[(6-chloro-1,7-naphthyridin-4-yl)oxy]phenyl]-2-oxo-1-phenyl-pyridine-3-carboxamide